1,4-bis(dodecylthio)-benzene C(CCCCCCCCCCC)SC1=CC=C(C=C1)SCCCCCCCCCCCC